N-[2-(6-fluoro-3-pyridyl)ethylidene]-2-methyl-propane-2-sulfinamide FC1=CC=C(C=N1)CC=NS(=O)C(C)(C)C